CN(C)CC(COCCCCCCCC\C=C/CCCCCCCC)OCCCCCCCC\C=C/CCCCCCCC N,N-dimethyl-2,3-dioleyloxypropylamine